C(CCCCCCCCCCCCCCC)(=O)OCC(COC(CCCCCCCCCCCCCCC)=O)OC(CCCCC(=O)N1C=C(C2=CC(=CC=C12)OC)CCN(C)C)=O 2-((6-(3-(2-(dimethylamino)ethyl)-5-methoxy-1H-indol-1-yl)-6-oxohexanoyl)oxy)propane-1,3-diyl dipalmitate